CC(C(=O)O)(C)C=1C=C2C(=NC1)N=CS2 2-methyl-2-(thiazolo[4,5-b]pyridin-6-yl)propanoic acid